ClC1=C(C(=C2C(=N1)C=C(O2)[Si](C(C)C)(C(C)C)C(C)C)I)F 5-chloro-6-fluoro-7-iodo-2-(triisopropylsilyl)furo[3,2-b]pyridine